CC=1SC(=CN1)C=1C=CC(=C(C1)O)C=1N=NC(=CC1)N1C[C@H](CC1)N[C@@H]1COCC1 5-(2-methyl-1,3-thiazol-5-yl)-2-{6-[(3S)-3-[(3S)-oxolan-3-ylamino]pyrrolidin-1-yl]pyridazin-3-yl}phenol